C1(=CC=CC2=CC=CC=C12)[C@H](C)N (S)-1-(1-naphthyl)-1-ethylamine